1-[2-methoxy-4-(trifluoromethyl)phenyl]prop-2-yn-1-one COC1=C(C=CC(=C1)C(F)(F)F)C(C#C)=O